OC=1C(=C(C=2C(C3=CC=CC=C3C(C2C1)=O)=O)OC)CO 3-hydroxy-1-Methoxy-2-hydroxymethylanthraquinone